C(C)OC(=O)C1(C(C=CCC1)N(C)C)C1=CC=CC=C1 (+/-)-2-(dimethylamino)-1-phenylcyclohex-3-ene-1-carboxylic acid ethyl ester